ClC1=CC=C(C=C1)C(CC(=NO)N)O 3-(4-chlorophenyl)-N',3-dihydroxypropionamidine